O1C(=NC=C1)CC(=O)O 2-(oxazol-2-yl)acetic acid